C(C1=CC=CC=C1)N1C(CCC1=O)CC(=O)NCC1OCCC1 2-(1-benzyl-5-oxopyrrolidin-2-yl)-N-(oxolan-2-ylmethyl)acetamide